[2-(2,6-dioxopiperidin-3-yl)-3-oxo-4-(propan-2-yloxy)-2,3-dihydro-1H-isoindol-5-yl]methyl N-[4-(4-fluorophenoxy)phenyl]carbamate FC1=CC=C(OC2=CC=C(C=C2)NC(OCC=2C(=C3C(N(CC3=CC2)C2C(NC(CC2)=O)=O)=O)OC(C)C)=O)C=C1